NC1=CC(=C(C(=O)OC)C=C1)S(N(C)C)(=O)=O methyl 4-amino-2-(N,N-dimethylsulfamoyl)benzoate